tert-butyl (1-(4-((1-(4-(2-hydroxypropyl)phenyl)-2-oxo-1,2-dihydropyrimidine-4-yl)carbamoyl)piperazin-1-yl)-2-methyl-1-oxopropan-2-yl)carbamate OC(CC1=CC=C(C=C1)N1C(N=C(C=C1)NC(=O)N1CCN(CC1)C(C(C)(C)NC(OC(C)(C)C)=O)=O)=O)C